Bis((1S,3S)-3-(tert-butyl)cyclobutyl) 2,2'-((((((R)-1-(6-amino-9H-purin-9-yl)propan-2-yl)oxy)methyl)phosphoryl)bis(azanediyl))bis(2-methylpropanoate) NC1=C2N=CN(C2=NC=N1)C[C@@H](C)OCP(=O)(NC(C(=O)OC1CC(C1)C(C)(C)C)(C)C)NC(C(=O)OC1CC(C1)C(C)(C)C)(C)C